methyl 6-(2-((tert-butoxycarbonyl)amino)thiazolo[4,5-b]pyrazin-6-yl)spiro[3.3]heptane-2-carboxylate C(C)(C)(C)OC(=O)NC=1SC=2C(=NC=C(N2)C2CC3(CC(C3)C(=O)OC)C2)N1